1-[2-[[2-[(2-aminoethyl)amino]ethyl]amino]ethyl]-piperazine NCCNCCNCCN1CCNCC1